ClC1=CC(=NC=C1OC)C(C(F)(F)F)N(C(=O)N[C@H](C(F)(F)F)CCC(F)(F)F)CC 1-(1-(4-chloro-5-methoxypyridin-2-yl)-2,2,2-trifluoroethyl)-1-ethyl-3-((S)-1,1,1,5,5,5-hexafluoropentan-2-yl)urea